C(C=C)C1CN(CCC1)C1=C(C(=O)NC2=NC(=NC(=C2)C)N2CC(CCC2)C=C)C=CC(=C1)Br 2-(3-allylpiperidin-1-yl)-4-bromo-N-(6-methyl-2-(3-vinylpiperidin-1-yl)pyrimidin-4-yl)benzamide